ClC1=C(C(=O)N(C)C)C=CC(=C1)OCCCCC1CCN(CC1)C([C@@](C(F)(F)F)(C1=CC(=CC=C1)C=1C=NN(C1)C)O)=O |o1:24| (R or S)-2-chloro-N,N-dimethyl-4-(4-(1-(3,3,3-trifluoro-2-hydroxy-2-(3-(1-methyl-1H-pyrazol-4-yl)phenyl)propanoyl)piperidin-4-yl)butoxy)benzamide